CC=1C=NC(N(C1N1CCOCC1)C1=NNC(=C1)C)SC1=CC=C(C=C1)C 5-methyl-N-(5-methyl-1H-pyrazol-3-yl)-6-morpholino-2-(p-tolylthio)pyrimidin